CCCCCCCCCCCCCCCCCCCC(=O)N[C@@H](CO[C@H]1[C@@H]([C@H]([C@@H]([C@H](O1)CO)O[C@H]2[C@@H]([C@H]([C@H]([C@H](O2)CO)O)O)O)O)O)[C@@H](/C=C/CCCCCCCCCCCCC)O The molecule is a beta-D-galactosyl-(1->4)-beta-D-glucosyl-(1<->1')-N-acylsphingosine in which the acyl group specified is eicosanoyl. It has a role as a mouse metabolite. It derives from an icosanoic acid.